3-[2-fluoro-5-[[6-oxo-4-(trifluoromethyl)-1H-pyridine-3-carbonyl]amino]-4-[(3R,5S)-3,4,5-trimethylpiperazin-1-yl]phenyl]-2,5-dihydropyrrole-1-carboxylic acid 2-methylpropyl ester CC(COC(=O)N1CC(=CC1)C1=C(C=C(C(=C1)NC(=O)C1=CNC(C=C1C(F)(F)F)=O)N1C[C@H](N([C@H](C1)C)C)C)F)C